CC(C(=N)N)C methyl-propionamidine